5,6-dichloro-2-methoxy-N-methyl-7-(trifluoromethyl)thieno[3,2-b]pyridine-3-carboxamide ClC1=C(C(=C2C(=N1)C(=C(S2)OC)C(=O)NC)C(F)(F)F)Cl